1-((4aR,6R,7R,8R,8aR)-7-methoxy-2,2-dimethyl-6-(prop-1,2-dien-1-yl)hexahydropyrano[3,2-d][1,3]dioxin-8-yl)-4-(3,4,5-trifluorophenyl)-1H-1,2,3-triazole CO[C@@H]1[C@H]([C@H]2OC(OC[C@H]2O[C@@H]1C=C=C)(C)C)N1N=NC(=C1)C1=CC(=C(C(=C1)F)F)F